CC(=CC(OCC=C(C)C)OCC=C(C)C)C 3-Methyl-1,1-bis(3-methylbut-2-enoxy)but-2-en